N(=[N+]=[N-])C1CC[C@H](OC1=O)[C@H](N(C(OCC1=CC=CC=C1)=O)CC1=CC=CC=C1)C1=CC=CC=C1 benzyl N-[(R)-[(2S)-5-azido-6-oxo-tetrahydropyran-2-yl]-phenyl-methyl]-N-benzyl-carbamate